COC=1C=C2NC(C=3N(C2=C(C1C1=C2C=CN(C2=CC=C1)S(=O)(=O)C)C(F)(F)F)C(=NN3)C)(C)C 7-Methoxy-1,4,4-trimethyl-8-(1-methylsulfonyl-1H-indol-4-yl)-9-(trifluoromethyl)-5H-[1,2,4]triazolo[4,3-a]quinoxaline